[32-methyl-20-oxo-18-(trifluoromethyl)-14-oxa-8,9,10,21-tetrazahexacyclo[19.5.3.216,19.13,7.06,10.024,28]dotriaconta-1(26),3(32),4,6,8,16,18,24,27,30-decaen-2-yl]acetic acid CC=1C2=C3C=CC1C(C1=CC=C4CCN(C(C5=C(C=C(COCCCN3N=N2)C=C5)C(F)(F)F)=O)CC4=C1)CC(=O)O